C1(=CC=CC=C1)N(C1=CC=C(C=C1)C1=CC=C(N(C2=CC=C(C=C2)N(C2=CC=CC=C2)C2=CC=CC=C2)C2=CC=CC=C2)C=C1)C1=CC=C(C=C1)N(C1=CC=CC=C1)C1=CC=CC=C1 N,N'-diphenyl-N,N'-di-[4-(N,N-diphenyl-amino)-phenyl]benzidine